FC(C1=NN=C2N1C=C(N=C2)C=2C=NC(=CC2)O[C@@H](CC)C(F)F)(OC)F |r| 3-[difluoro(methoxy)methyl]-6-[6-[rac-(1S)-1-(difluoromethyl)propoxy]-3-pyridyl]-[1,2,4]triazolo[4,3-a]pyrazine